CC=1N=C(SC1C)NC(C1=C(C=C(C=C1)F)[N+](=O)[O-])=O N-(4,5-dimethylthiazol-2-yl)-4-fluoro-2-nitrobenzamide